O=C1NC2=C(N1C1C(NC(CC1)=O)=O)C=C(C=C2)N2CCNCC2 3-(2-oxo-6-(piperazin-1-yl)-2,3-dihydro-1H-benzo[d]imidazol-1-yl)piperidine-2,6-dione